CC(CC1CCC2=CC=NC(NS(C=3C=CC=C(C(N1)=O)C3)(=O)=O)=N2)(C)C 11-(2,2-dimethylpropyl)-2,2-dioxo-2λ6-thia-3,5,12,19-tetrazatricyclo[12.3.1.14,8]nonadeca-1(18),4(19),5,7,14,16-hexaen-13-one